BrC1=CC=C(C=C1)/C=C/C=O (E)-3-(p-bromophenyl)acrolein